6-(3,5-dimethylpyrazol-1-yl)-2-[1-(2-pyridin-3-ylacetyl)piperidin-4-yl]pyridazin-3-one CC1=NN(C(=C1)C)C=1C=CC(N(N1)C1CCN(CC1)C(CC=1C=NC=CC1)=O)=O